4-(3,4-dihydroisoquinolin-2(1H)-yl)-N-(pyridin-3-yl)pyrimidin-2-amine C1N(CCC2=CC=CC=C12)C1=NC(=NC=C1)NC=1C=NC=CC1